ClC(=O)C1=CC=C(C=C1)N(C1=CC=C(C=C1)S(=O)(=O)O)CC 4-((4-(chlorocarbonyl)phenyl)(ethyl)amino)benzenesulfonic acid